2,5-Dioxopyrrolidin-1-yl-N2-((benzyloxy)carbonyl)-N6-((2R,3S,4R,5R)-2,3,4,5,6-pentahydroxyhexanoyl)-L-lysine O=C1N(C(CC1)=O)N([C@@H](CCCCNC([C@@H]([C@H]([C@@H]([C@@H](CO)O)O)O)O)=O)C(=O)O)C(=O)OCC1=CC=CC=C1